BrC1=C2C=C(N(C2=C(C=C1)F)C)C 4-bromo-7-fluoro-1,2-dimethyl-1H-indole